N-[(1R,3S)-3-{[6-chloro-2-(trifluoromethyl)quinolin-4-yl]amino}cyclohexyl]-1-(2,2-difluoroethyl)-5-methyl-1H-pyrrole-3-carboxamide ClC=1C=C2C(=CC(=NC2=CC1)C(F)(F)F)N[C@@H]1C[C@@H](CCC1)NC(=O)C1=CN(C(=C1)C)CC(F)F